CC(=CCC1=C(C=C(C=C1OC1(CCCC1)OC)CCCCC)OC1(CCCC1)OC)CCC=C(C)C 2-(3,7-dimethylocta-2,6-dien-1-yl)-1,3-bis((1-methoxycyclopentyl)oxy)-5-pentylbenzene